BrC1=CC(=C(C=C1)C(F)(F)F)S(=O)(=O)C 4-bromo-2-methylsulfonyl-1-(trifluoromethyl)benzene